[NH4+].N(C(C(=O)[O-])CC(=O)[O-])C(C(=O)[O-])CC(=O)[O-].[NH4+].[NH4+].[NH4+] iminodisuccinate ammonium